NC(C(C(=O)NCC1=CC=CC=C1)O)CC1CC1 3-Amino-N-benzyl-4-cyclopropyl-2-hydroxybutanamide